C1=CN=CC=C1SSC2=CC=NC=C2 The molecule is an organic disulfide obtained by formal oxidative dimerisation of 4-thiopyridine. It is an organic disulfide and a member of pyridines.